N-(5-((4-(1H-pyrazole-4-yl)benzyl)amino)-2-fluorophenyl)acetamide N1N=CC(=C1)C1=CC=C(CNC=2C=CC(=C(C2)NC(C)=O)F)C=C1